tert-butyl 4-((2-chloro-9-methyl-6-morpholinyl-9H-purin-8-yl) methyl)-3-oxopiperazine-1-carboxylate ClC1=NC(=C2N=C(N(C2=N1)C)CN1C(CN(CC1)C(=O)OC(C)(C)C)=O)N1CCOCC1